C(C1=CC=CC=C1)NC1=NC(=NN2C1=CC=C2C2NCC(C2)(F)F)N2C(=CC=1C(=CC=CC21)C(=O)N)C 1-(4-(benzylamino)-7-(4,4-difluoropyrrolidin-2-yl)pyrrolo[2,1-f][1,2,4]triazin-2-yl)-2-methyl-1H-indole-4-carboxamide